CNC(CC1=NC=CC=C1)=O N-methylpyridineacetamide